6-(2-hydroxy-2-methylpropoxy)-4-(6-(6-(3-methylpicolinoyl)-3,6-diazabicyclo[3.1.1]heptan-3-yl)pyridin-3-yl)pyrazolo[1,5-a]pyridine-3-carbonitrile OC(COC=1C=C(C=2N(C1)N=CC2C#N)C=2C=NC(=CC2)N2CC1N(C(C2)C1)C(C1=NC=CC=C1C)=O)(C)C